C[Si](C[C@@H](O)[C@H]1NCCC1)(C1=CC=CC=C1)C1=CC=CC=C1 (S)-2-(methyldiphenylsilyl)-1-((S)-pyrrolidin-2-yl)ethanol